6-bromo-8-(3-chloro-4-fluorophenyl)-2-(2-(3-fluoropyrrolidin-1-yl)-2-oxoethyl)-4-methylpyrrolo[1,2-a]pyrazin-1(2H)-one BrC1=CC(=C2N1C(=CN(C2=O)CC(=O)N2CC(CC2)F)C)C2=CC(=C(C=C2)F)Cl